N-(2-(4-fluorophenylmethyl)-4-(S-methylsulfonimidoyl)-2H-indazol-6-yl)-2-(2-methoxyphenyl)acetamide FC1=CC=C(C=C1)CN1N=C2C=C(C=C(C2=C1)S(=O)(=N)C)NC(CC1=C(C=CC=C1)OC)=O